O=C1NC(CCC1NC1=CC(=C(C=C1)N1CC2(C1)CN(C2)CCCCCCCC(=O)O)F)=O 8-[2-[4-[(2,6-dioxo-3-piperidyl)amino]-2-fluoro-phenyl]-2,6-diazaspiro[3.3]heptan-6-yl]octanoic acid